1-((1H-pyrazol-3-yl)methyl)-N-(6-chloro-4-methoxypyridin-3-yl)-3-(2-isopropylphenyl)azetidine-3-carboxamide N1N=C(C=C1)CN1CC(C1)(C(=O)NC=1C=NC(=CC1OC)Cl)C1=C(C=CC=C1)C(C)C